CN(C1CCC(CC1)NC(C1=CC(=C(C(=C1)O)N1S(NC(C1)=O)(=O)=O)F)=O)C N-((1r,4r)-4-(dimethylamino)cyclohexyl)-4-(1,1-dioxido-4-oxo-1,2,5-thiadiazolidin-2-yl)-3-fluoro-5-hydroxybenzamide